6-(azetidin-1-yl)-2'-chloro-5'-methoxy-N-(5-methoxy-1,3,4-thiadiazol-2-yl)-[3,4'-bipyridine] N1(CCC1)C1=CC=C(CN1C=1SC(=NN1)OC)C1=CC(=NC=C1OC)Cl